2-({4-[2-(4-Chloro-2-fluorophenyl)-2-methyl-1,3-benzodioxol-4-yl]piperidin-1-yl}methyl)-1-(1,3-oxazol-5-ylmethyl)-1H-benzimidazol ClC1=CC(=C(C=C1)C1(OC2=C(O1)C=CC=C2C2CCN(CC2)CC2=NC1=C(N2CC2=CN=CO2)C=CC=C1)C)F